C(C1=CC=CC=C1)NC1=C2C=C(N(C2=CC=C1)CC(F)(F)F)C1=NOC(=N1)CNC(=O)C1CC1 N-({3-[4-(benzylamino)-1-(2,2,2-trifluoroethyl)-1H-indol-2-yl]-1,2,4-oxadiazol-5-yl}methyl)cyclopropanecarboxamide